6,7-dimethylpyrazolo[1,5-a]pyridin CC=1C=CC=2N(C1C)N=CC2